N-[1-[[2-chloro-5-(1-isopropyl-6-oxo-3-pyridyl)phenyl]methyl]-2-[4-(4-cyclopropyl-1,2,4-triazol-3-yl)anilino]-2-oxo-ethyl]-2-methyl-pyrazole-3-carboxamide ClC1=C(C=C(C=C1)C1=CN(C(C=C1)=O)C(C)C)CC(C(=O)NC1=CC=C(C=C1)C1=NN=CN1C1CC1)NC(=O)C=1N(N=CC1)C